N-((5-(trifluoromethyl)pyridin-2-yl)methyl)cyclobutylamine FC(C=1C=CC(=NC1)CNC1CCC1)(F)F